ClC1=C(C=CC=C1SCC(=O)N(C1CCN(CC1)C)C)C1=C(C(=CC=C1)C=1OC2=C(N1)C=C(C=C2)CO)C 2-((2-chloro-3'-(5-(hydroxymethyl)benzo[d]oxazol-2-yl)-2'-methyl-[1,1'-biphenyl]-3-yl)thio)-N-methyl-N-(1-methylpiperidin-4-yl)acetamide